ClC1=CC(=C(C=C1)C1(OC2=C(C1=C=O)C=CC=C2C=2CCN(CC2)C(=O)OC(C)(C)C)C)F tert-butyl 4-(2-(4-chloro-2-fluorophenyl)-2-methyl-3-carbonyl-2,3-dihydrobenzofuran-7-yl)-3,6-Dihydropyridine-1(2H)-carboxylate